2-ethoxy-8-(6-methoxypyridin-3-yl)-6-((2-methyl-2H-indazol-5-yl)oxy)pteridin-7(8H)-one C(C)OC1=NC=2N(C(C(=NC2C=N1)OC1=CC2=CN(N=C2C=C1)C)=O)C=1C=NC(=CC1)OC